5-phenoxypyridin O(C1=CC=CC=C1)C=1C=CC=NC1